1,4-dihydro-phenanthroline N1C=CCC2=CC=C3C=CC=NC3=C12